(R)-5-(((3-(4-(3-chloro-4-(2-chloro-3-((3-fluoro-4-(((2-hydroxyethyl)amino)methyl)pyridin-2-yl)amino)phenyl)pyridin-2-yl)-2-methoxyphenyl)propyl)amino)methyl)pyrrolidin-2-one ClC=1C(=NC=CC1C1=C(C(=CC=C1)NC1=NC=CC(=C1F)CNCCO)Cl)C1=CC(=C(C=C1)CCCNC[C@H]1CCC(N1)=O)OC